(Z)-3-((4-iodo-1H-pyrrol-2-yl)methylene)-6-methyl-1-(4-(methylsulfonyl)phenyl)-2-oxoindoline-5-carbonitrile IC=1C=C(NC1)\C=C\1/C(N(C2=CC(=C(C=C12)C#N)C)C1=CC=C(C=C1)S(=O)(=O)C)=O